dimethyl-bis(thietanylthio)tin C[Sn](SC1SCC1)(SC1SCC1)C